5-caffeoylquinic acid C1[C@H]([C@H]([C@@H](C[C@@]1(C(=O)O)O)OC(=O)/C=C/C2=CC(=C(C=C2)O)O)O)O